CNC(=O)C1=NN(C=C1)C(=O)N1CC2CN(CC2C1)CC1=CC(=CC=C1)C(F)(F)F N-methyl-1-(5-(3-(trifluoromethyl)benzyl)octahydro-pyrrolo[3,4-c]pyrrole-2-carbonyl)-1H-pyrazole-3-carboxamide